tert-butyl (2S)-2-(tert-butoxycarbonylamino)-3-[[7-(5-methyl-1,2,4-oxadiazol-3-yl)-1-isoquinolyl]amino]propanoate C(C)(C)(C)OC(=O)N[C@H](C(=O)OC(C)(C)C)CNC1=NC=CC2=CC=C(C=C12)C1=NOC(=N1)C